C(C1=CC=CC=C1)N(C1CC2=CC=C(C=C2C1)NC(CC)=O)CCC N-[2-(benzyl-propyl-amino)-indan-5-yl]propionamide